N[C@@H](C(=O)NC1=CC(=C(C=C1)C1=C2C(=NC=C1)NC=C2)OC(F)F)CC(C)C (R)-2-Amino-N-(3-(difluoromethoxy)-4-(1H-pyrrolo[2,3-b]pyridin-4-yl)phenyl)-4-methylpentanamide